N-dodecyl-N,N-bis(2-hydroxyethyl)-benzenemethanaminium C(CCCCCCCCCCC)[N+](CC1=CC=CC=C1)(CCO)CCO